2,15-bis(4-methoxyphenyl)-4,7,10,13-tetraoxahexadeca-2,14-diene COC1=CC=C(C=C1)C(C)=COCCOCCOCCOC=C(C)C1=CC=C(C=C1)OC